(S)-tert-butyl (1-oxo-((2-(4'-(trifluoromethoxy)-[1,1'-biphenyl]-4-yl)ethyl)amino)pentan-2-yl)carbamate O=C[C@H](CCCNCCC1=CC=C(C=C1)C1=CC=C(C=C1)OC(F)(F)F)NC(OC(C)(C)C)=O